METHYL (1S,5'E,12'R)-6-CHLORO-12'-HYDROXY-9'-METHYL-10'-OXO-3,4-DIHYDRO-2H-SPIRO[NAPHTHALENE-1,19'-[17]OXA[1,9]DIAZATRICYCLO[11.7.2.016,21]DOCOSA[5,13,15,21]TETRAENE]-12'-CARBOXYLATE ClC=1C=C2CCC[C@]3(COC4=CC=C5[C@](CC(N(CC/C=C/CCCN(C3)C4=C5)C)=O)(C(=O)OC)O)C2=CC1